2-ethenyl-4-methyl-ethyl-1,3-oxazolin-5-one C(=C)CCC=1OC(C(N1)C)=O